(2S,4R)-N-((R)-1-(4-carbamimidoylthiophen-2-yl)ethyl)-1-((9,9-difluoro-9H-fluorene-3-carbonyl)glycyl)-4-fluoro-4-(fluoromethyl)pyrrolidine-2-carboxamide C(N)(=N)C=1C=C(SC1)[C@@H](C)NC(=O)[C@H]1N(C[C@](C1)(CF)F)C(CNC(=O)C=1C=CC=2C(C3=CC=CC=C3C2C1)(F)F)=O